C(C)S(=O)(=O)C1=C(N=C2N1C=C(C=C2)C(F)(F)F)N2CC1=NC=C(C=C1C2=O)C2(CC2)C#N 1-[6-[3-ethylsulfonyl-6-(trifluoromethyl)imidazo[1,2-a]pyridin-2-yl]-5-oxo-7H-pyrrolo[3,4-b]pyridin-3-yl]cyclopropanecarbonitrile